FC(C1=C(C=C(C=C1)CO)F)F (4-(difluoromethyl)-3-fluorophenyl)methanol